1-methyl-2-oxabicyclo[2.1.1]hexan CC12OCC(C1)C2